N-((1R,3s,5S)-8-benzyl-8-azabicyclo[3.2.1]octan-3-yl)-1-(4-fluorophenyl)-1H-indole-6-carboxamide C(C1=CC=CC=C1)N1[C@H]2CC(C[C@@H]1CC2)NC(=O)C2=CC=C1C=CN(C1=C2)C2=CC=C(C=C2)F